1,1-bis(4-aminocyclohexyl)-ethane NC1CCC(CC1)C(C)C1CCC(CC1)N